ClC=1C=C2CCC[C@]3(C2=CC1)CN(C1=C(OC3)C=CC(=C1)I)C[C@H]1N(CC1)C(C=O)COC 2-((S)-2-(((S)-6'-chloro-7-iodo-3',4'-dihydro-2H,2'H-spiro[benzo[b][1,4]oxazepin-3,1'-naphthalen]-5(4H)-yl)methyl)azetidin-1-yl)-3-methoxypropanal